C(#N)C1=C(OC=2C=C3C(N(C=NC3=CC2)C2COC3(C2)CCNCC3)=O)C(=CC=C1NS(N(C)CCO)(=O)=O)F 3-[6-[2-cyano-6-fluoro-3-[[2-hydroxyethyl(methyl)sulfamoyl]amino]phenoxy]-4-oxo-quinazolin-3-yl]-1-oxa-8-azaspiro[4.5]decane